COC=1C=C2CCN(CC2=CC1NC1=NC2=CC(=CC=C2C=N1)N1C(OC[C@@H]1C)=O)C (S)-3-{2-[(6-methoxy-2-methyl-1,2,3,4-tetrahydroisoquinolin-7-yl)amino]quinazolin-7-yl}-4-methyl-1,3-oxazolidin-2-one